methacrylic acid methylmethacrylate COC(C(=C)C)=O.C(C(=C)C)(=O)O